ethyl 4-[4-[(tert-butoxycarbonyl)amino]-1-methylimidazole-2-amido]-1-methylimidazole-2-carboxylate C(C)(C)(C)OC(=O)NC=1N=C(N(C1)C)C(=O)NC=1N=C(N(C1)C)C(=O)OCC